2'-amino-1-[6-chloro-2-(methylsulfanyl)pyrimidin-4-yl]-6',7'-dihydro-5'H-spiro[azetidine-3,4'-[1]benzothiophene]-3'-carbonitrile NC=1SC2=C(C1C#N)C1(CCC2)CN(C1)C1=NC(=NC(=C1)Cl)SC